OC1CN(C1)C(=O)O[C@@H]1CC[C@H](CC1)C(N(C1=CC(=CC=C1)C=1C=NN(C1)C1CC1)C[C@@H]1CC[C@H](CC1)C1=NC(=C(C=C1)OC)C#N)=O trans-4-(((trans-4-(6-Cyano-5-methoxypyridin-2-yl)cyclohexyl)methyl)(3-(1-cyclopropyl-1H-pyrazol-4-yl)phenyl)carbamoyl)cyclohexyl 3-hydroxyazetidine-1-carboxylate